CN(C(CC(=O)N(C1CCCCC1)C)=O)C1CCCCC1 N,N'-dimethyl-N,N'-dicyclohexylmalonamide